C(C)(C)(C)C1CC2(C1)NC(N(C2=O)CC2=NN=C1N2C=C(C=C1)C(F)(F)F)=O 2-tert-butyl-7-{[6-(trifluoromethyl)-[1,2,4]triazolo[4,3-a]pyridin-3-yl]methyl}-5,7-diazaspiro[3.4]octane-6,8-dione